NC1=C(C(=NC=2N1N=C(C2CC)C)NCCC2=NC=C(C=C2)F)C#N 7-amino-3-ethyl-5-((2-(5-fluoropyridin-2-yl)ethyl)amino)-2-methylpyrazolo[1,5-a]pyrimidine-6-carbonitrile